[2H]C1(N(COC2=C1C=CC=C2C2=CC(=C(C(=O)O)C=C2)N2CCOCC2)C(C2=C(C=C(C=C2Cl)C=2C=NN(C2)C)Cl)=O)[2H] 4-[4,4-Dideuterio-3-[2,6-dichloro-4-(1-methylpyrazol-4-yl)benzoyl]-2H-1,3-benzoxazin-8-yl]-2-morpholin-4-ylbenzoic acid